3-(3-bromo-5-(trifluoromethoxy)benzyl)-4-methyl-4H-1,2,4-triazole BrC=1C=C(CC2=NN=CN2C)C=C(C1)OC(F)(F)F